BrC1=CC(=CC(=C1)OCOC)Br 1,3-dibromo-5-(methoxymethoxy)benzene